O=C1N(C(CCC1N1C(C2=CC=C(C=C2C1=O)N1CC(C1)=O)=O)=O)COCC[Si](C)(C)C 2-(2,6-dioxo-1-((2-(trimethylsilyl)ethoxy)methyl)piperidin-3-yl)-5-(3-oxoazetidin-1-yl)isoindoline-1,3-dione